(S)-2-((5-bromopyrimidin-4-yl)amino)-4-((2-(4-fluorophenoxy)ethyl)(4-(5,6,7,8-tetrahydro-1,8-naphthyridin-2-yl)butyl)amino)butanoic acid BrC=1C(=NC=NC1)N[C@H](C(=O)O)CCN(CCCCC1=NC=2NCCCC2C=C1)CCOC1=CC=C(C=C1)F